C(C1=CC=CC=C1)C1OC(CCNC1=O)C(=O)O benzyl-3-oxo-1,4-oxazepane-7-carboxylic acid